ClC=1C=CC(=C(C1)C1=NN(C=C1NC(=O)C=1C=NN2C1N=CC=C2)CCN2C[C@H](CC2)CO)OC (S)-N-(3-(5-chloro-2-methoxyphenyl)-1-(2-(3-(hydroxymethyl)pyrrolidin-1-yl)ethyl)-1H-pyrazol-4-yl)pyrazolo[1,5-a]pyrimidine-3-carboxamide